OC1=CC=C2C=3CC(CCC3N(C2=C1)CC(=O)N1CCCC1)(C)C 2-(7-hydroxy-3,3-dimethyl-1,2,3,4-tetrahydro-9H-carbazol-9-yl)-1-(pyrrolidin-1-yl)ethan-1-one